[Ba].[In] Indium barium